5-fluoro-8-(4-fluorophenyl)-9-(5-oxo-2-thioxoimidazolin-1-yl)-8,9-dihydro-2H-pyrido[4,3,2-de]phthalazin-3(7H)-one-7-carboxylic acid tert-butyl ester C(C)(C)(C)OC(=O)N1C(C(C2=NNC(C=3C=C(C=C1C23)F)=O)N2C(NCC2=O)=S)C2=CC=C(C=C2)F